5-(4-((1-((1-(3-aminopropyl)-3-(3-(trifluoromethoxy)phenyl)-1H-indol-5-yl)methyl)piperidin-4-yl)methyl)piperazin-1-yl)-2-(2,6-dioxopiperidin-3-yl)isoindoline-1,3-dione NCCCN1C=C(C2=CC(=CC=C12)CN1CCC(CC1)CN1CCN(CC1)C=1C=C2C(N(C(C2=CC1)=O)C1C(NC(CC1)=O)=O)=O)C1=CC(=CC=C1)OC(F)(F)F